Ethyl-hydroxypicolinium lactate C(C(O)C)(=O)[O-].C(C)C=1C(=[N+](C=CC1)O)C